6-((2-hydroxyethyl)sulfonamido)-N-(1-(2-methoxyethyl)-6-oxo-1,6-dihydropyridin-3-yl)-2-(6-azaspiro[2.5]octan-6-yl)nicotinamide OCCS(=O)(=O)NC1=NC(=C(C(=O)NC2=CN(C(C=C2)=O)CCOC)C=C1)N1CCC2(CC2)CC1